O1CC[C@@H](C2=CC=CC=C12)NC(=O)C=1C=NC2=C(C=CC=C2C1N(C)C)C#CCOC (S)-N-(chroman-4-yl)-4-(dimethylamino)-8-(3-methoxyprop-1-yn-1-yl)quinoline-3-carboxamide